O[C@H]1CC[C@@H](C=2C=CC=NC12)C(=O)NCC1=C(C(=C(C=C1)F)F)F (5S,8S)-8-hydroxy-N-(2,3,4-trifluorobenzyl)-5,6,7,8-tetrahydro-quinoline-5-carboxamide